N1=NC(=CC=C1)C1=CN=[N+](C=C1)CCS(=O)(=O)O 4-(pyridazin-3-yl)-1-(2-sulfoethyl)pyridazin-1-ium